FC(C(=O)O)(F)F.CC=1C=C(C=C(C1)C(F)(F)F)C1=CC2=C(NC([C@H]3N(C2=O)CCNC3)=O)C=C1 (S)-8-(3-Methyl-5-(trifluoromethyl)phenyl)-1,3,4,12a-tetrahydrobenzo[e]pyrazino[1,2-a][1,4]diazepine-6,12(2H,11H)-dione 2,2,2-trifluoroacetate